COCCOCCOCCN 2-[2-(2-methoxyethoxy)ethoxy]ethanamine